7-(4-((4,4-difluorocyclohexyl)amino)pyridin-2-yl)pyrrolo[1,2-b]pyridazine-3-carbonitrile FC1(CCC(CC1)NC1=CC(=NC=C1)C1=CC=C2N1N=CC(=C2)C#N)F